neodymium-iron-boron gold [Au].[B].[Fe].[Nd]